C(N)(=O)NC1=C(C=CC=C1)C(NC(=O)C1CC1)C1=CC=C(C=C1)C1CC1 N-{[2-(carbamoylamino)phenyl](4-cyclopropylphenyl)methyl}cyclopropanecarboxamide